CP(CCP(C)C)C dimethyl-2-(dimethylphosphino)ethylphosphine